((2-(cyclopropylmethyl)-1,2,3,4-tetrahydroisoquinolin-7-yl)(isopropyl)amino)-1-methylpyridin-2(1H)-one C1(CC1)CN1CC2=CC(=CC=C2CC1)N(C(C)C)C=1C(N(C=CC1)C)=O